C(C)(C)(C)OC(=O)N(C=1SC=C(N1)C(=O)OC)CCC1OC(OC1)(C)C methyl 2-[tert-butoxycarbonyl-[2-(2,2-dimethyl-1,3-dioxolan-4-yl)ethyl]amino]thiazole-4-carboxylate